(E)-N-(5-(3-(1-((5-cyclopropyl-1H-pyrazol-3-yl)amino)-1-oxopropan-2-yl)phenyl)pyridin-2-yl)-4-(pyrrolidin-1-yl)but-2-enamide C1(CC1)C1=CC(=NN1)NC(C(C)C=1C=C(C=CC1)C=1C=CC(=NC1)NC(\C=C\CN1CCCC1)=O)=O